Methyl (R)-4-methoxy-1,3-dimethyl-2-oxoindoline-3-carboxylate COC1=C2[C@](C(N(C2=CC=C1)C)=O)(C(=O)OC)C